FC1=CC=C(C=C1)CC(=O)Cl 2-(4-fluorophenyl)acetyl chloride